C(CC)(=O)OC(CN1CCC(CC1)NC1=C2C=C(N(C2=CC=C1)CC(F)(F)F)C#CCNC1=C(C=C(C=C1)S(N)(=O)=O)OC)C 1-{4-[(2-{3-[(2-methoxy-4-sulfamoylphenyl)amino]prop-1-yn-1-yl}-1-(2,2,2-trifluoroethyl)-1H-indol-4-yl)amino]piperidin-1-yl}propan-2-yl propanoate